C(C)NC(=O)NCC(C(F)(F)F)N(C)CCO 1-ethyl-3-(3,3,3-trifluoro-2-((2-hydroxyethyl)(methyl)amino)propyl)urea